(S)-2-(cyanomethyl)piperazine-1-carboxylic acid tert-butyl ester C(C)(C)(C)OC(=O)N1[C@H](CNCC1)CC#N